C(C#CC)(=O)N1CC(CCC1)C=1C=C(C=CC1)NCC1=CC=C(C=C1)NC1=NC=C(C(=N1)NC1=C(C(=O)NC)C=CC=C1)C(F)(F)F 2-((2-((4-(((3-(1-(but-2-ynoyl)piperidin-3-yl)phenyl)amino)methyl)phenyl)amino)-5-(trifluoromethyl)pyrimidin-4-yl)amino)-N-methylbenzamide